(S)-methyl 2-((4-(3-((4-chloro-2-fluorobenzyl)thio)-1H-pyrazol-1-yl)piperidin-1-yl)methyl)-1-(oxetan-2-ylmethyl)-1H-benzo[d]imidazole-6-carboxylate ClC1=CC(=C(CSC2=NN(C=C2)C2CCN(CC2)CC2=NC3=C(N2C[C@H]2OCC2)C=C(C=C3)C(=O)OC)C=C1)F